N[C@H](C=1C(=C(C=C(C1Cl)Cl)O)F)C12CCC(CC1)(C2)F (S)-3-(amino(4-fluorobicyclo[2.2.1]heptan-1-yl)methyl)-4,5-dichloro-2-fluorophenol